(E)-3-(4-(4,6-bis(4-methoxyphenyl)-1,3,5-triazin-2-yl)phenyl)-N-(3-hydroxypropyl)acrylamide COC1=CC=C(C=C1)C1=NC(=NC(=N1)C1=CC=C(C=C1)OC)C1=CC=C(C=C1)/C=C/C(=O)NCCCO